C(C)C(CCC1=CC=C(C=C1)S(=O)(=O)NCC)CCCC 2-ethylhexyl-N-ethyl-p-toluenesulfonamide